4-(4-(3-(1-methyl-1H-indazol-6-yl)-1,4-dihydro-thieno[2',3':4,5]cyclopenta[1,2-c]pyrazol-6-yl)benzyl)piperazin-2-one CN1N=CC2=CC=C(C=C12)C=1C2=C(NN1)C1=C(C2)SC(=C1)C1=CC=C(CN2CC(NCC2)=O)C=C1